4-(4-((2-(cyclopropylamino)-3,4-dioxocyclobut-1-en-1-yl)amino)-3-fluorophenoxy)-7-methoxyquinoline-6-carboxamide C1(CC1)NC1=C(C(C1=O)=O)NC1=C(C=C(OC2=CC=NC3=CC(=C(C=C23)C(=O)N)OC)C=C1)F